3,4,5-trihydroxyoxan OC1COCC(C1O)O